ClC1=CC=CC=2NC3=CC(=CC=C3C(C12)(C)C)OC(F)F 1-Chloro-6-(difluoromethoxy)-9,9-dimethyl-9,10-dihydroacridine